FC1CC=2C(=C3CCCC3=C(C2C1)N)F 2,8-difluoro-1,2,3,5,6,7-hexahydro-s-indacen-4-amine